NCCC(C)C1CCN(CC1)C(=O)OC(C)(C)C tert-butyl 4-(3-amino-1-methyl-propyl)piperidine-1-carboxylate